2-boradibenzo[cd,mn]pyrene-12-one C1=BC=C2CC3=C4C(C=C5C=CC=C6C(C1=C2C4=C56)=O)=CC=C3